CC(C(=O)NCCOC(NCC1=CC=C(C=C1)CN1C(=NC=2C(=NC=3C=CC=CC3C21)N)C2OCCC2)=O)=C 4-((4-amino-2-(tetrahydrofuran-2-yl)-1H-imidazo[4,5-c]Quinolin-1-yl)methyl)benzylcarbamic acid 2-methylacrylamidoethyl ester